C(C)(C)(C)OC(=O)N[C@H]1C[C@@H](CC[C@@H]1F)C(=O)OCC Ethyl (1R,3S,4S)-3-((tert-butoxycarbonyl)amino)-4-fluorocyclohexane-1-carboxylate